COC(NC=1NC2=C(N1)C=CC=C2)=O N-(2-benzoimidazolyl)-carbamic acid methyl ester